C(C=C)C1=C(C(=CC=C1)OCC1=CC=C(C=C1)OC)C1OCCO1 2-(2-allyl-6-((4-methoxybenzyl)oxy)phenyl)-1,3-dioxolane